CC1(CC1)OC1=CC2=C(NN=C2C=C1)C1=NC=NC(=C1)N1C[C@@H](N(CC1)CC1CCN(CC1)CC1CCNCC1)C 5-(1-methylcyclopropoxy)-3-[6-[(3S)-3-methyl-4-[[1-(4-piperidylmethyl)-4-piperidyl]methyl]piperazin-1-yl]pyrimidin-4-yl]-2H-indazole